O=C1NCCN(C[C@@H]1NC1=NC=2C(=CC=CC2C=2N1N=C(N2)C=2C=NN(C2)C(C)C)C(F)(F)F)C(=O)OCC2=CC=CC=C2 benzyl (6S)-5-oxo-6-({2-[1-(propan-2-yl)-1H-pyrazol-4-yl]-7-(trifluoromethyl)[1,2,4]triazolo[1,5-c]quinazolin-5-yl}amino)-1,4-diazepane-1-carboxylate